CS(=O)(=O)N1CCCC2=CC=CC(=C12)N (methylsulfonyl)-1,2,3,4-tetrahydroquinolin-8-amine